(3R)-1-acetyl-N-(((2S,5R)-6-(benzyloxy)-7-oxo-1,6-diazabicyclo[3.2.1]octan-2-yl)(imino)methyl)piperidine-3-carboxamide C(C)(=O)N1C[C@@H](CCC1)C(=O)NC(=N)[C@H]1N2C(N([C@H](CC1)C2)OCC2=CC=CC=C2)=O